5-chloro-2-(difluoromethoxy)nicotinic acid ClC=1C=NC(=C(C(=O)O)C1)OC(F)F